CC1(N(CCC1)C(CN(C)C=1C2=C(N=C(N1)C1=NC=CC(=C1)OCCO)CCC2)=O)C 1-(2,2-dimethylpyrrolidin-1-yl)-2-({2-[4-(2-hydroxyethoxy)pyridin-2-yl]-5H,6H,7H-cyclopenta[d]pyrimidin-4-yl}(methyl)amino)ethan-1-one